2,6-Difluoro-N-(1-{[4-methyl-2-(trifluoromethyl)phenyl]methyl}-1H-pyrazol-3-yl)benzamide FC1=C(C(=O)NC2=NN(C=C2)CC2=C(C=C(C=C2)C)C(F)(F)F)C(=CC=C1)F